BrC=1C=C2C(OCCC=3C=CC(=CC3C3=C(C=C(C(NS(C(C1OC)=C2)(=O)=O)=C3)F)F)F)=O 14-Bromo-4,20,22-trifluoro-15-methoxy-17,17-dioxo-10-oxa-17λ6-thia-18-azatetracyclo[17.3.1.112,16.02,7]tetracosa-1(22),2(7),3,5,12,14,16(24),19(23),20-nonaen-11-one